N1(CCOCC1)C1=CC(=NC=N1)N1N=CC(=C1[O-])N1N=NC=C1.[Na+].C(C1=CC=CC=C1)OC1=C(C=CC(=C1)F)[C@H]1OC1 (R)-2-(2-(benzyloxy)-4-fluorophenyl)oxirane sodium 1-[6-(morpholin-4-yl)pyrimidin-4-yl]-4-(1H-1,2,3-triazol-1-yl)-1H-pyrazol-5-olate